4-[3-(cyclopropylmethoxy)-5-methylsulfonylphenyl]-2-methylisoquinolin-1-one C1(CC1)COC=1C=C(C=C(C1)S(=O)(=O)C)C1=CN(C(C2=CC=CC=C12)=O)C